ClC=1C(=NC=CC1)C1(CCC1)CNC1=NC=C(C=N1)C=1SC(=CN1)CC(=O)N 2-{2-[2-({[(3-chloro-2-pyridyl)cyclobutyl]methyl}amino)pyrimidin-5-yl]-1,3-thiazol-5-yl}acetamide